(R)-7'-methyl-4'H-dispiro[cyclopropane-1,6'-indene-5',2''-[1,3]dioxolan]-4'-ol CC=1C2(CC2)C2(OCCO2)[C@@H](C2=CC=CC12)O